ClC1CC(CC(C1)Cl)Cl 1,3,5-trichlorocyclohexane